ClC1=CC=C(C(=N1)C#N)N[C@H](C)C=1C=C(C=C2C(C3=C(C=4C=CC=NC4CC3)OC12)=O)F 6-chloro-3-[[(1R)-1-(9-fluoro-7-oxo-5,6-dihydrochromeno[2,3-f]quinolin-11-yl)ethyl]amino]pyridine-2-carbonitrile